(3S,6S,10aR)-6-((tert-butoxycarbonyl)amino)-9-hydroxy-5-oxodecahydropyrrolo[1,2-a]azocine-3-carboxylic acid C(C)(C)(C)OC(=O)N[C@H]1CCC(C[C@@H]2N(C1=O)[C@@H](CC2)C(=O)O)O